1-p-methoxybenzyl-3-(2-bromo-1-aminobenzene-5-yl)-1H-pyrazole COC1=CC=C(CN2N=C(C=C2)C=2C=CC(=C(C2)N)Br)C=C1